CN(C(C#CC(=O)N1C[C@H](CC1)C(=O)N([C@@H](C(C)C)C(=O)O)C)(C)C)C N-((S)-1-(4-(dimethylamino)-4-methylpent-2-ynoyl)pyrrolidine-3-carbonyl)-N-methyl-L-valine